COC(=O)[C@@H]1[C@H](CCCC1)COC1=CC=C(C=C1)C1=C(C(=NO1)C)NC(=O)O[C@H](C)C=1C=NC=CC1.CN1CC(CC1)(C(=O)OC(CCCC)CCCC)C 5-((1,3-dimethylpyrrolidine-3-carbonyl)oxy)nonane methyl-(1S,2S)-2-((4-(3-methyl-4-((((R)-1-(pyridin-3-yl)ethoxy)carbonyl)amino)isoxazol-5-yl)phenoxy)methyl)cyclohexane-1-carboxylate